6'-bromo-8'-methyl-2'H-spiro[adamantane-2,3'-imidazo[1,5-a]pyridine]-1',5'-dione BrC1=CC(=C2N(C1=O)C1(NC2=O)C2CC3CC(CC1C3)C2)C